FCS(=O)(=O)NC=1SC=C(N1)C(=O)NCC=1N(C=CC1)C 2-(fluoromethylsulfonylamino)-N-((1-methyl-1H-pyrrol-2-yl)methyl)thiazole-4-carboxamide